[4-(4-methoxyphenyl)-1,4-diazacycloheptane-1-carbonyl]-6-methyl-N-(1-methylcyclopropyl)furo[2,3-d]pyrimidin-4-amine COC1=CC=C(C=C1)N1CCN(CCC1)C(=O)C=1N=C(C2=C(N1)OC(=C2)C)NC2(CC2)C